C(=O)(O)C1=CC=C(C=C1)CCN(CCC1=C(C=CC=C1)OCC1=C(C=C(C=C1)C1=CC=C(C=C1)C(F)(F)F)Cl)C=1C(=NC=2CCCCC2C1)C(=O)O (5S)-{[2-(4-carboxyphenyl)ethyl][2-(2-{[3-chloro-4'-(trifluoromethyl)biphenyl-4-yl]methoxy}phenyl)ethyl]amino}-5,6,7,8-tetrahydroquinoline-2-carboxylic acid